butyl-paraben (butyl para-hydroxybenzoate) C(CCC)C1=C(C(=O)O)C=CC(=C1)O.C(CCC)OC(=O)C1=CC=C(O)C=C1